OCC(C)(O)C=1SC(=C(N1)CO)S(=O)(N)=NC(NC1=C2CCCC2=CC=2CCCC12)=O 2-(1,2-Dihydroxypropan-2-yl)-N'-((1,2,3,5,6,7-hexahydro-s-indacen-4-yl)carbamoyl)-4-(hydroxymethyl)thiazole-5-sulfonimidamide